1-((2R,6R)-2,6-dimethyl-4-(4-((3-methyl-4-((1-methyl-1H-benzo[d][1,2,3]triazol-5-yl)oxy)phenyl)amino)pyrido[3,2-d]pyrimidin-6-yl)piperazin-1-yl)prop-2-en-1-one C[C@H]1N([C@@H](CN(C1)C=1C=CC=2N=CN=C(C2N1)NC1=CC(=C(C=C1)OC1=CC2=C(N(N=N2)C)C=C1)C)C)C(C=C)=O